C(C1=CC=CC=C1)OC1=CC=C(CN2CC3=CC=CC=C3CC2=O)C=C1 2-(4-(benzyloxy)benzyl)-1,4-dihydroisoquinolin-3(2H)-one